C(C(O)C)(=O)O.C(CCC)OC(CCN(CCCC)CCCC)=O 3-Dibutylaminopropionic acid butyl ester lactate